FCC1=C(C=CC=C1)CF bis-fluoromethylbenzene